(S)-tetrahydrothieno[2,3-c]pyridine-2-carbonitrile S1[C@@H](CC2C1=CN=CC2)C#N